Tert-butyl N-[4-[[4-[4-(2,6-dioxo-3-piperidyl)phenyl]piperazin-1-yl]methyl]-1-bicyclo[2.2.2]octanyl]carbamate O=C1NC(CCC1C1=CC=C(C=C1)N1CCN(CC1)CC12CCC(CC1)(CC2)NC(OC(C)(C)C)=O)=O